C(C1=CC=CC=C1)OC1=CC(=CC=C1)I 1-(benzyloxy)-3-iodobenzene